(7-cyano-5-cyclopropylbenzo[b]thiophen-2-yl)boronic acid C(#N)C1=CC(=CC2=C1SC(=C2)B(O)O)C2CC2